3-([1,1'-biphenyl]-4-ylmethoxy)-1,2,4-thiadiazole-5-carboxylic acid C1(=CC=C(C=C1)COC1=NSC(=N1)C(=O)O)C1=CC=CC=C1